CC1CN(CC(C1)C)C1=NC=C(C=N1)B1OC(C(O1)(C)C)(C)C 2-(3,5-dimethylpiperidin-1-yl)-5-(4,4,5,5-tetramethyl-1,3,2-dioxaborolan-2-yl)pyrimidine